C1(CC1)C#C[C@]1(C2=C(NC(O1)=O)C=C(C(=C2)F)CN2C=NC=CC2=O)C(F)(F)F (S)-4-(cyclopropylethynyl)-6-fluoro-7-((6-oxopyrimidin-1(6H)-yl)methyl)-4-(trifluoromethyl)-1,4-dihydro-2H-benzo[d][1,3]oxazin-2-one